methyl (4,6-diamino-2-(7-fluoro-1-(pyrimidin-5-ylmethyl)-1H-indazol-3-yl) pyrimidin-5-yl)(methyl)carbamate NC1=NC(=NC(=C1N(C(OC)=O)C)N)C1=NN(C2=C(C=CC=C12)F)CC=1C=NC=NC1